O=C1NC(CCC1N1C(C2=CC=C(C=C2C1)CNC(=O)C=1COC2=CC=C(C=C2C1)N)=O)=O N-((2-(2,6-dioxopiperidin-3-yl)-1-oxoisoindolin-5-yl)methyl)-6-amino-2H-chromene-3-carboxamide